C[C@@H]1CC[C@H](N(C1)C(C(=O)NC1=NC=CC=C1C(=O)N)=O)C1=NN(C=C1)C1=NNC=C1 [[2-[(2S,5R)-5-methyl-2-[1-(1H-pyrazol-3-yl)pyrazol-3-yl]-1-piperidyl]-2-oxo-acetyl]amino]pyridine-3-carboxamide